C(#N)C1=CC=C(C2=C([Se]C(=C21)C(=O)N(C)C)C(=O)N(C)C)C#N 4,7-dicyano-N1,N1,N3,N3-tetramethylbenzo[c]selenophene-1,3-dicarboxamide